COC(=O)C1=CC2=C(C(N(C=C2Br)C)=O)S1 Methyl-4-bromo-6-methyl-7-oxo-6,7-dihydrothieno[2,3-c]pyridine-2-carboxylate